7-chloro-5-cyclopropoxy-8-fluoro-2-(((2R,7aS)-2-fluorotetrahydro-1H-pyrrolizin-7a(5H)-yl)methoxy)pyrido[4,3-d]pyrimidin-4-amine ClC1=C(C=2N=C(N=C(C2C(=N1)OC1CC1)N)OC[C@]12CCCN2C[C@@H](C1)F)F